(2S)-N-((R)-(4-chloro-2,5-difluorophenyl)(cyclopropyl)methyl)-1-(3-(methylsulfonyl)benzoyl)-2-azetidinecarboxamide ClC1=CC(=C(C=C1F)[C@H](NC(=O)[C@H]1N(CC1)C(C1=CC(=CC=C1)S(=O)(=O)C)=O)C1CC1)F